N-[5-Bromo-6-(4-fluorophenoxy)pyridin-3-yl]-N-methylacetamide BrC=1C=C(C=NC1OC1=CC=C(C=C1)F)N(C(C)=O)C